4-[1-(2,6-dioxo-3-piperidyl)-2-oxo-benzo[cd]indol-6-yl]-3,6-dihydro-2H-pyridine-1-carboxylic acid tert-butyl ester C(C)(C)(C)OC(=O)N1CCC(=CC1)C=1C=2C3=C(C(N(C3=CC1)C1C(NC(CC1)=O)=O)=O)C=CC2